ClC=1C(=NC(=NC1)N[C@H]1[C@@H]([C@@H]2[C@@H](O[C@H]([C@H]1C)O2)C)O)C=2C=C(C1=C(N(C(=N1)C(C)(C)O)C(C)C)C2)F (1R,2S,3R,4S,5S,7S)-3-((5-chloro-4-(4-fluoro-2-(2-hydroxypropan-2-yl)-1-isopropyl-1H-benzo[d]imidazol-6-yl)pyrimidin-2-yl)amino)-4,7-dimethyl-6,8-dioxabicyclo[3.2.1]octan-2-ol